(1R,3S)-3-((1-((2-chloropyrimidin-5-yl)amino)isoquinolin-6-yl)oxy)cyclohexan-1-ol ClC1=NC=C(C=N1)NC1=NC=CC2=CC(=CC=C12)O[C@@H]1C[C@@H](CCC1)O